N-(3-((2-((diethylamino)methyl)benzyl)carbamoyl)phenyl)-pyrrole-2-carboxamide C(C)N(CC)CC1=C(CNC(=O)C=2C=C(C=CC2)NC(=O)C=2NC=CC2)C=CC=C1